NC1=NN(C=C1C(=O)OCC)CC1CCCC1 ethyl 3-amino-1-(cyclopentylmethyl)-1H-pyrazole-4-carboxylate